C(C1=CC=CC=C1)NC(=O)C(=O)NC1=C(C=CC2=CC=CC=C12)C N-benzyl-N'-(2-methyl-1-naphthyl)oxamide